1-bromo-3-[cyclobutylmethyl-(ethoxy)phosphoryl]benzene BrC1=CC(=CC=C1)P(=O)(OCC)CC1CCC1